CC(C)OC1=CC=C(C=C1)C(=O)N1CCC(CC1)CCCCNC(=O)C1=CC=2C(=CN=CC2)S1 N-[4-(1-{[4-(propan-2-yloxy)phenyl]carbonyl}piperidin-4-yl)butyl]thieno[2,3-c]pyridine-2-carboxamide